(2R,3R,4S,5R,6S)-2-(acetoxymethyl)-6-((o-tolylethylthio)thio)tetrahydro-2H-pyran-3,4,5-triacetic acid C(C)(=O)OC[C@@H]1O[C@H]([C@@H]([C@H]([C@H]1CC(=O)O)CC(=O)O)CC(=O)O)SSCCC1=C(C=CC=C1)C